CC1=NN=C(C2=CC(=CC=C12)N1CCOCC1)N[C@H](C)C1=C(C(=CC(=C1)[N+](=O)[O-])C(F)(F)F)C (R)-4-methyl-N-(1-(2-methyl-5-nitro-3-(trifluoromethyl)phenyl)ethyl)-7-morpholinophthalazin-1-amine